tert-Butyl 2-oxo-5-(2,2,2-trifluoroethyl)piperidine-1-carboxylate O=C1N(CC(CC1)CC(F)(F)F)C(=O)OC(C)(C)C